COCC1NCC(NCCCCN(C(CNCCCN(C1)C)C)C)C 5-(methoxymethyl)-2,7,13,14-tetramethyl-1,4,7,11,14-pentaazacyclooctadecane